BrC=1C=C(C=CC1F)N1C(=NOC1=O)C=1C(=NON1)C=O 4-(4-(3-bromo-4-fluorophenyl)-5-oxo-4,5-dihydro-1,2,4-oxadiazol-3-yl)-1,2,5-oxadiazol-3-carbaldehyde